4-(5-(3-amino-8-azabicyclo[3.2.1]octan-8-carbonyl)-2-(5-fluoro-1-(2-hydroxy-2-methylpropyl)-1H-indazol-6-yl)thiophen-3-yl)-2-fluorobenzonitrile hydrochloride Cl.NC1CC2CCC(C1)N2C(=O)C2=CC(=C(S2)C2=C(C=C1C=NN(C1=C2)CC(C)(C)O)F)C2=CC(=C(C#N)C=C2)F